N-methylethoxyethylamide CC(C)OCC[NH-]